[C]NC(=O)N carbabromourea